COC1=CC=C2C=NC(=NC2=C1)C 7-methoxy-2-methylquinazoline